1H-indol-5-ol 2,2,2-trifluoroacetate FC(C(=O)O)(F)F.N1C=CC2=CC(=CC=C12)O